BrC=1C=C2N(N=CC(=C2N[C@@H]2CC[C@H](CC2)NC(OC(C)(C)C)=O)/C(/N)=N/C2=C(C=CC=C2C)C)C1 trans-tert-butyl N-[4-[[6-bromo-3-[(Z)-N'-(2,6-dimethylphenyl)carbamimidoyl]pyrrolo[1,2-b]pyridazin-4-yl]amino]cyclohexyl]carbamate